(R)-4-((2-(((2,5-Dimethylthiazol-4-yl)(1-methylcyclopentyl)-methyl)amino)-3,4-dioxocyclobut-1-en-1-yl)amino)-3-hydroxy-N,N-dimethylpicolinamide CC=1SC(=C(N1)[C@@H](C1(CCCC1)C)NC1=C(C(C1=O)=O)NC1=C(C(=NC=C1)C(=O)N(C)C)O)C